BrCC1=CC=C(C=C1)C1=NC=C(C=C1)OC 2-[4-(bromomethyl)phenyl]-5-methoxy-pyridine